FC1=CC(=C(C=C1)C=1C=C2C(=NN(C2=CC1)C)CN)OCCC=1C(=NN(C1C)C)C (5-(4-fluoro-2-(2-(1,3,5-trimethyl-1H-pyrazol-4-yl)ethoxy)phenyl)-1-methyl-1H-indazol-3-yl)methanamine